[N-](S(=O)(=O)C(F)(F)F)S(=O)(=O)C(F)(F)F.[Cu+] copper (I) bis(trifluoromethanesulfonyl)imide